tert-Butyl (S)-4-(trifluoromethyl)-1,2,3-oxathiazolidine-3-carboxylate 2,2-dioxide FC([C@H]1N(S(OC1)(=O)=O)C(=O)OC(C)(C)C)(F)F